FC=1C=C(C=CC1F)C(C=1NC(=C(N1)S(=O)(=O)N)COC)NC1=NC(=C(C=C1)F)C 2-[(3,4-difluorophenyl)-[(5-fluoro-6-methylpyridin-2-yl)amino]methyl]-5-(methoxymethyl)-1H-imidazole-4-sulfonamide